C(C1=CC=CC=C1)OC12CCCC(C1)(C2)N2C=C(C1=C2N=NC(=C1)Cl)OC 7-[5-(benzyloxy)bicyclo[3.1.1]heptan-1-yl]-3-chloro-5-methoxy-7H-pyrrolo[2,3-c]pyridazine